4-amino-2-fluoro-5-(2-fluoropyridin-4-yl)-3-isopropylbenzonitrile NC1=C(C(=C(C#N)C=C1C1=CC(=NC=C1)F)F)C(C)C